trans-1-acetyl-4-hydroxy-L-proline C(C)(=O)N1[C@@H](C[C@H](C1)O)C(=O)O